N-((1r,4r)-4-((3-(4-(1H-imidazol-2-yl)phenyl)-2-oxo-2,3-dihydro-1H-benzo[d]imidazol-1-yl)methyl)cyclohexyl)-5-chloro-2-methylnicotinamide N1C(=NC=C1)C1=CC=C(C=C1)N1C(N(C2=C1C=CC=C2)CC2CCC(CC2)NC(C2=C(N=CC(=C2)Cl)C)=O)=O